3-{[(7-fluoro-3,4-dihydro-2H-chromen-4-yl)methyl]amino}pyridine-4-carboxylic acid FC1=CC=C2C(CCOC2=C1)CNC=1C=NC=CC1C(=O)O